tert-butyl 4-((4-(6-(2-ethylphenoxy)hexyl)phenyl)carbamoyl)piperazine-1-carboxylate C(C)C1=C(OCCCCCCC2=CC=C(C=C2)NC(=O)N2CCN(CC2)C(=O)OC(C)(C)C)C=CC=C1